BrCC1CCCCC1 4-bromomethyl-cyclohexane